C1(=CC=C(C=C1)N(C1=CC=C(C=C1)C1=CC(=CC=C1)N1C2=CC=CC=C2C=2C=C(C=CC12)C1=CC=CC=C1)C1=CC=CC=C1)C1=CC=CC=C1 N-[1,1'-biphenyl]-4-yl-N-phenyl-3'-3-phenyl-9H-carbazol-9-yl-[1,1'-biphenyl]-4-amine